N-(4-((4-(((8-Methyl-4-oxo-3,4-dihydroquinazolin-2-yl)methyl)thio)piperidin-1-yl)methyl)phenyl)acetamide trifluoroacetate FC(C(=O)O)(F)F.CC=1C=CC=C2C(NC(=NC12)CSC1CCN(CC1)CC1=CC=C(C=C1)NC(C)=O)=O